(6S)-6-tert-butyl-N-[(1R)-1-[4-(6-oxo-1H-pyridin-3-yl)phenyl]-3-[4-(tetrazol-2-yl)piperidin-1-ium-1-yl]propyl]-5,6,7,8-tetrahydrothieno[2,3-b]quinoline-2-carboxamide C(C)(C)(C)[C@@H]1CC=2C=C3C(=NC2CC1)SC(=C3)C(=O)N[C@H](CC[NH+]3CCC(CC3)N3N=CN=N3)C3=CC=C(C=C3)C3=CNC(C=C3)=O